FC([C@@H]1OCC[C@H](C1)O)(F)F |r| rac-trans-2-(trifluoromethyl)oxan-4-ol